((1S,2R,5R)-3-(4-((1-isopropylpiperidine-4-yl)amino)-6-methoxy-7-(4-(pyrrolidine-1-yl)but-1-yn-1-yl)quinazolin-2-yl)-3-azabicyclo[3.1.0]hexan-2-yl)methanol C(C)(C)N1CCC(CC1)NC1=NC(=NC2=CC(=C(C=C12)OC)C#CCCN1CCCC1)N1[C@H]([C@H]2C[C@H]2C1)CO